BrC1=C(C(=CC=C1)OC(F)F)C 1-bromo-3-(difluoromethoxy)-2-methylbenzene